hexyl-boric acid C(CCCCC)OB(O)O